NC(C(=O)O)CC1=CC(=C(C=C1)O)OC 2-amino-3-(4-hydroxy-3-methoxyphenyl)propanoic acid